N1(CCOCC1)CC1=CC=C(C=C1)C=1C=C(C=2N=CN=C(C2N1)N[C@@H]1CNCCC1)C(=O)N 6-[4-(morpholin-4-ylmethyl)phenyl]-4-[(3S)-piperidin-3-ylamino]pyrido[3,2-d]pyrimidine-8-carboxamide